C(C)(C)(C)C(C(=O)OF)(F)F.N[C@@H](CC1=CC=CC=C1)C(=O)N[C@@H](CCCCN1C(C=CC1=O)=O)C(=O)O L-phenylalanyl-6-(2,5-dioxo-2,5-dihydro-1H-pyrrol-1-yl)-L-norleucine tert-butyl-mono(trifluoroacetic acid) salt